N-{(3R)-4,4-difluoro-1-[5-(2',3,6,6'-tetrafluoro[1,1'-biphenyl]-2-yl)-4,5-dihydro-1,2-oxazol-3-yl]pyrrolidin-3-yl}-1-fluoromethanesulfonamide FC1([C@@H](CN(C1)C1=NOC(C1)C1=C(C(=CC=C1F)F)C1=C(C=CC=C1F)F)NS(=O)(=O)CF)F